C(CCCCCCCCCCCCCCC)C=1C(C(C(=NC1)C)CO)=O n-hexadecyl-2-methyl-3-hydroxymethyl-pyridin-4-one